4-(4-((1S,7S,8S)-8-chloro-5-oxa-2-azabicyclo[5.1.0]octan-2-yl)-8-fluoro-2-(((S)-1-methylpyrrolidin-2-yl)methoxy)pyrido[4,3-d]pyrimidin-7-yl)-5-ethynyl-6-fluoronaphthalen-2-amine Cl[C@H]1[C@@H]2COCCN([C@H]12)C=1C2=C(N=C(N1)OC[C@H]1N(CCC1)C)C(=C(N=C2)C2=CC(=CC1=CC=C(C(=C21)C#C)F)N)F